OC=1C=C(C(NCC(=O)O)=O)C=CC1 m-hydroxyhippuric acid